p-toluenesulfonic acid dihydrate O.O.CC1=CC=C(C=C1)S(=O)(=O)O